COC=1C=C2CCN(CC2=CC1NC1=NC=C2C(=N1)N(N=C2)CC[C@@H](C)O[Si](C2=CC=CC=C2)(C2=CC=CC=C2)C(C)(C)C)C 6-methoxy-2-methyl-N-[1-[(3R)-3-[tert-butyl(diphenyl)silyl]oxybutyl]pyrazolo[3,4-d]pyrimidin-6-yl]-3,4-dihydro-1H-isoquinolin-7-amine